4-formyl-N-(4-methoxyphenyl)benzamide C(=O)C1=CC=C(C(=O)NC2=CC=C(C=C2)OC)C=C1